4-(((tert-butyldiphenylsilyl)oxy)methyl)phenyl 4-acetoxybenzoate C(C)(=O)OC1=CC=C(C(=O)OC2=CC=C(C=C2)CO[Si](C2=CC=CC=C2)(C2=CC=CC=C2)C(C)(C)C)C=C1